C1CC12CN(CCC2)C2CCN(CCC2)C=2SC(=CN2)C(=O)NCC2=NC=C(C=C2F)F [4-(5-azaspiro[2.5]oct-5-yl)azepan-1-yl]-N-[(3,5-difluoropyridin-2-yl)methyl]-1,3-thiazole-5-carboxamide